4-(5-chlorothiazol-2-yloxy)benzonitrile ClC1=CN=C(S1)OC1=CC=C(C#N)C=C1